6-Methyl-3-((8-(piperidin-1-yl)pyrido[3,4-d]pyrimidin-2-yl)amino)-5,6,7,8-tetrahydro-1,6-Naphthyridin-2(1H)-one CN1CC=2C=C(C(NC2CC1)=O)NC=1N=CC2=C(N1)C(=NC=C2)N2CCCCC2